secondary amyl 6-phosphogluconate P(=O)(O)(O)OC[C@H]([C@H]([C@@H]([C@H](C(=O)OC(C)CCC)O)O)O)O